NC1=NC(=NC=C1C(=O)NC1=CC=C(C=C1)OC(F)(F)F)N1CCN(CC1)C1=NC=CC=C1 4-Amino-2-(4-(pyridin-2-yl)piperazin-1-yl)-N-(4-(trifluoromethoxy)phenyl)pyrimidine-5-carboxamide